CC=1SC=C(N1)NC1=NC=CC(=C1)C1=CC(NC(=C1)N1C(COCC1)C(F)(F)F)=O 4-[2-[(2-Methylthiazol-4-yl)amino]-4-pyridyl]-6-[3-(trifluoromethyl)morpholin-4-yl]-1H-pyridin-2-on